5,10,15,20-tetraphenylporphyrin copper [Cu].C1(=CC=CC=C1)C=1C2=CC=C(N2)C(=C2C=CC(C(=C3C=CC(=C(C=4C=CC1N4)C4=CC=CC=C4)N3)C3=CC=CC=C3)=N2)C2=CC=CC=C2